O1C=C(C=C1)C1=C(C(C2=CC(=CC=C12)OCCC1=CC=CC=C1)=O)C=1C=NC=CC1 3-(furan-3-yl)-6-phenethoxy-2-(pyridin-3-yl)-1H-inden-1-one